3-amino-7-bromo-5-chloro-2,3-dihydrobenzofuran-3-carboxylic acid NC1(COC2=C1C=C(C=C2Br)Cl)C(=O)O